C(C=CC=CCCC)(=O)OC[C@@H](OC(C=CC=CCCC)=O)COP(=O)(O)OCC[N+](C)(C)C 1,2-dioctadienoyl-sn-glycero-3-phosphorylcholine